(4-((6-amino-5-cyanopyrimidin-4-yl)oxy)-2-fluorophenyl)-3-(3-(tert-butyl)-1-(4-(cyclobutylmethoxy)phenyl)-1H-pyrazol-5-yl)urea NC1=C(C(=NC=N1)OC1=CC(=C(C=C1)NC(=O)NC1=CC(=NN1C1=CC=C(C=C1)OCC1CCC1)C(C)(C)C)F)C#N